1-(2-(2,2-difluoroethoxy)-5-fluoropyridin-4-yl)-3-(2-hydroxypropan-2-yl)-N-(3-methyl-1,1-dioxidothietan-3-yl)-1H-pyrazolo[3,4-b]pyridine-5-carboxamide FC(COC1=NC=C(C(=C1)N1N=C(C=2C1=NC=C(C2)C(=O)NC2(CS(C2)(=O)=O)C)C(C)(C)O)F)F